FC=1C=C(C2=C(SC=C2)C1)N1CCN(CC1)CCC1=CC=C2C=CC(N(C2=C1)COC(CCCCCCCCCCC)=O)=O.OCC1=CC=C(OCCCCCCCCCCCNC(C)=O)C=C1 N-[11-[4-(hydroxymethyl)phenoxy]undecyl]acetamide (7-(2-(4-(6-fluorobenzo[b]thiophen-4-yl)piperazin-1-yl)ethyl)-2-oxoquinolin-1(2H)-yl)methyl-dodecanoate